5-benzenesulfonylamino-2-methyl-1,3-thiazole-4-carboxylic acid C1(=CC=CC=C1)S(=O)(=O)NC1=C(N=C(S1)C)C(=O)O